(Z)-N-phenethyl-N'-(p-tolyl)thiophene-3-carboximidamide C(CC1=CC=CC=C1)N\C(=N/C1=CC=C(C=C1)C)\C1=CSC=C1